C1(=CC=CC=C1)N(N=CC1=CC=C(C=C1)N(CC)CC)C1=CC=CC=C1 4-(diethylamino)benzaldehyde diphenyl hydrazone